[N-](S(=O)(=O)C(F)(F)F)S(=O)(=O)C(F)(F)F.C(CCCCCCC)[P+](CCCC)(CCCC)CCCC octyl-tributyl-phosphonium bis(trifluoromethanesulfonyl)imide salt